5,5-dimethyl-3-(4-(methyl-(4-(pyrrolidin-1-yl)butyl)amino)styryl)cyclohex-2-en CC1(CC(=CCC1)C=CC1=CC=C(C=C1)N(CCCCN1CCCC1)C)C